3-(1,1-difluoroethyl)aniline FC(C)(F)C=1C=C(N)C=CC1